ClC=1N=CC2=C(C=CC(=C2C1)C(C)C)OCC1CN(C1)C(=O)OC(C)(C)C tert-butyl 3-(((3-chloro-5-isopropylisoquinolin-8-yl)oxy)methyl)azetidine-1-carboxylate